BrC1=CC=C(C=C1)C=1OC(=NN1)C1CC1 2-(4-bromophenyl)-5-cyclopropyl-1,3,4-oxadiazole